(2-phenylazetidin-1-yl)methanone C1(=CC=CC=C1)C1N(CC1)C=O